2-(3,3-difluorocyclobutyl)-4,4-difluoropyrrolidin-3-ol FC1(CC(C1)C1NCC(C1O)(F)F)F